CC(=O)C1=CC2=C(C=C1)OCO2 3,4-(methylenedioxy)acetophenone